COC1=CC=CC=2N(C3=CC=CC(=C3C(C12)C1=CC=CC=C1)OC)C 1,8-dimethoxy-10-methyl-9-phenylacridine